COC(CCNCCN)OC N-(dimethoxypropyl)ethylenediamine